5-acetyl-2-methyl-6-oxo-N,1-bis(4-trifluoromethylphenyl)-1,6-dihydropyridine-3-carboxamide C(C)(=O)C1=CC(=C(N(C1=O)C1=CC=C(C=C1)C(F)(F)F)C)C(=O)NC1=CC=C(C=C1)C(F)(F)F